2-chloro-5-bromobenzenesulfonic acid ClC1=C(C=C(C=C1)Br)S(=O)(=O)O